C(=O)(O)NC1=CN=CN1 5-(CARBOXYAMINO)IMIDAZOLE